ClC1=C(C=C(C(=O)O)C=C1)N1C(NC(CC1)=O)=O 4-Chloro-3-(2,4-dioxotetrahydropyrimidin-1(2H)-yl)benzoic acid